3-(4-(2,2,2-trifluoroethyl)piperazin-1-yl)benzene-1,2-diamine FC(CN1CCN(CC1)C1=C(C(=CC=C1)N)N)(F)F